C[C@H]1N(CCC1)C(=O)C1C2CNCC12 6-((R)-2-methylpyrrolidine-1-carbonyl)-3-azabicyclo[3.1.0]hexan